NC=1C=C(C=C(C1)C(F)(F)F)[C@@H](C)NC1=NC(=NC2=CC(=C(C=C12)OC)CN1CCOCC1)C (R)-N-(1-(3-amino-5-(trifluoromethyl)phenyl)ethyl)-6-methoxy-2-methyl-7-(morpholinylmethyl)quinazolin-4-amine